1-[[4-[8-Chloro-7-[(2-methyl-3H-benzimidazol-5-yl)oxy]quinoxalin-2-yl]pyrazol-1-yl]methyl]cyclopropanol ClC=1C(=CC=C2N=CC(=NC12)C=1C=NN(C1)CC1(CC1)O)OC1=CC2=C(N=C(N2)C)C=C1